FC=1C(NC(N(C1)[C@@H]1OC([C@H](C1)O)=C)=O)=O 5-fluoro-1-((2R,4S)-4-hydroxy-5-methylenetetrahydrofuran-2-yl)pyrimidine-2,4(1H,3H)-dione